(S)-3-(3-(tert-butoxy)phenyl)-1-ethyl-8-((tetrahydro-2H-pyran-4-yl)methyl)-1,3,8-triazaspiro[4.6]undecane-2,4-dione C(C)(C)(C)OC=1C=C(C=CC1)N1C(N([C@]2(C1=O)CCN(CCC2)CC2CCOCC2)CC)=O